4,6-dichloro-N-(methyl-d3)pyridazine-3-carboxamide ClC1=C(N=NC(=C1)Cl)C(=O)NC([2H])([2H])[2H]